The molecule is a lyxonate that is the conjugate base of D-lyxonic acid, obtained by the deprotonation of the carboxy group. It is a conjugate base of a D-lyxonic acid. It is an enantiomer of a L-lyxonate. C([C@H]([C@@H]([C@@H](C(=O)[O-])O)O)O)O